CC(=O)NCC1CCCC2=C1C3=C(N2C)C=CC(=C3)OC N-acetyl-4-aminomethyl-6-methoxy-9-methyl-1,2,3,4-tetrahydrocarbazole